(E)-N-(2-(2-oxo-2,3-dihydro-1,3-benzoxazol-3-yl)ethyl)-3-(3,4,5-trimethoxyphenyl)acrylamide Ethyl-4-bromo-6-ethylquinoline-8-carboxylate C(C)OC(=O)C=1C=C(C=C2C(=CC=NC12)Br)CC.O=C1OC2=C(N1CCNC(\C=C\C1=CC(=C(C(=C1)OC)OC)OC)=O)C=CC=C2